N-(6-Bromo-2-ethyl-imidazo[1,2-a]pyridin-3-yl)-N-methyl-formamide BrC=1C=CC=2N(C1)C(=C(N2)CC)N(C=O)C